CC1=C2C(=C(C=NC2=CC=C1)S(=O)(=O)C1=CC=CC=C1)C1=CC=CC=C1 5-methyl-4-phenyl-3-(phenylsulfonyl)quinoline